Kalium pyruvat C(C(=O)C)(=O)[O-].[K+]